5-((5-chloro-4-(1-(benzenesulfonyl)-1H-pyrrolo[2,3-b]pyridin-3-yl)pyrimidin-2-yl)amino)-1-(4-nitrobenzyl)pyridin-2(1H)-one ClC=1C(=NC(=NC1)NC=1C=CC(N(C1)CC1=CC=C(C=C1)[N+](=O)[O-])=O)C1=CN(C2=NC=CC=C21)S(=O)(=O)C2=CC=CC=C2